N-propionyl-propionamide C(CC)(=O)NC(CC)=O